tetraethylene glycol di-heptanoate C(CCCCCC)(=O)OCCOCCOCCOCCOC(CCCCCC)=O